1-(4-(4-chloro-2-methylphenyl)-5-(isopropylsulfanyl)thiazol-2-yl)-4-(3-fluorophenyl)-3-methyl-1H-pyrazole-5-carboxylic acid ClC1=CC(=C(C=C1)C=1N=C(SC1SC(C)C)N1N=C(C(=C1C(=O)O)C1=CC(=CC=C1)F)C)C